2-oxa-tetradecylboric acid C(OCCCCCCCCCCCC)OB(O)O